4-bromo-1-(2-(hydroxymethyl)morpholino)but-2-en-1-one BrCC=CC(=O)N1CC(OCC1)CO